(2R,4R)-6-chloro-4-hydroxy-N-[(1S*,2R*,4S*,5R*)-5-(2-{[cis-3-(trifluoromethoxy)cyclobutyl]oxy}acetamido)bicyclo[2.2.1]heptan-2-yl]-3,4-dihydro-2H-1-benzopyran-2-carboxamide ClC=1C=CC2=C([C@@H](C[C@@H](O2)C(=O)N[C@H]2[C@@H]3C[C@H]([C@H](C2)C3)NC(CO[C@@H]3C[C@@H](C3)OC(F)(F)F)=O)O)C1 |o1:13,14,16,17|